[1-[3-chloro-4-[[(Z)-[3-(2-isopropyl-5-methyl-phenyl)-4-oxo-thiazolidine-2-ylidene]carbamoyl]amino]phenyl]-3,5-dimethyl-pyrazol-4-yl]-4-(trifluoromethoxy)benzamide ClC=1C=C(C=CC1NC(\N=C\1/SCC(N1C1=C(C=CC(=C1)C)C(C)C)=O)=O)N1N=C(C(=C1C)C1=C(C(=O)N)C=CC(=C1)OC(F)(F)F)C